N-(3-bromo-2-methylphenyl)-5-formylpicolinamide BrC=1C(=C(C=CC1)NC(C1=NC=C(C=C1)C=O)=O)C